4,8-difluoro-2-[(3R)-morpholin-3-yl]-3,5,6,7-tetrahydrocyclopenta[f]benzimidazol FC1=C2C(=C(C=3N=C(NC31)[C@H]3NCCOC3)F)CCC2